N-(8-amino-5,6-difluoro-1-oxo-1,2,3,4-tetrahydronaphthalen-2-yl)acetamide lead copper nickel [Ni].[Cu].[Pb].NC=1C=C(C(=C2CCC(C(C12)=O)NC(C)=O)F)F